4-nitrophenyl (4,4,4-trifluorobutyl) carbonate C(OC1=CC=C(C=C1)[N+](=O)[O-])(OCCCC(F)(F)F)=O